6-fluoro-N-methyl-5-(4-((2-(2-oxobutanamido)thiazol-4-yl)methyl)piperazin-1-yl)picolinamide FC1=C(C=CC(=N1)C(=O)NC)N1CCN(CC1)CC=1N=C(SC1)NC(C(CC)=O)=O